1-((2R)-1-(4-(1H-indazol-5-yl)-2-methyl-1,3-dioxo-2,8-diazaspiro[4.5]decan-8-yl)-3-methyl-1-oxobutan-2-yl)-3-(2-fluoro-5-(trifluoromethyl)phenyl)urea N1N=CC2=CC(=CC=C12)C1C(N(C(C12CCN(CC2)C([C@@H](C(C)C)NC(=O)NC2=C(C=CC(=C2)C(F)(F)F)F)=O)=O)C)=O